OC1=C(C=CC(=C1)C#CC)C1=NN=C(C(N1C)=O)N[C@H]1[C@@H](CCCC1)O 3-(2-hydroxy-4-(prop-1-yn-1-yl)phenyl)-6-(((1R,2R)-2-hydroxycyclohexyl)amino)-4-methyl-1,2,4-triazin-5(4H)-one